(R)-tert-butyl 3-((2-cyanoethyl)amino)pyrrolidine-1-carboxylate C(#N)CCN[C@H]1CN(CC1)C(=O)OC(C)(C)C